N=C(C1=CC=CC=C1)C#N iminobenzyl cyanide